C(C1=CC=CC=C1)OCC1=NN=C(N1CCOC)C(F)F 3-(benzyloxymethyl)-5-(difluoromethyl)-4-(2-methoxyethyl)-4H-1,2,4-triazole